7-chloro-5-phenyl-1-(2-propynyl)-1H-1,4-benzodiazepin ClC=1C=CC2=C(C(=NC=CN2CC#C)C2=CC=CC=C2)C1